NCC1=CC(=C(C(=C1)C)NC(=O)C1=CC2=C(OCCC3=C2SC=C3)C=C1C=1C(=NC(=CC1)C(NCCC)=O)C(=O)O)Cl 3-(9-((4-(aminomethyl)-2-chloro-6-methylphenyl)carbamoyl)-4,5-dihydrobenzo[b]thieno[2,3-d]oxepin-8-yl)-6-(propylcarbamoyl)picolinic acid